ClC1=NC=CC2=C1C=CN2C(C(=O)NC2(CC2)CN2CCCC2)C 2-(4-chloro-1H-pyrrolo[3,2-c]pyridin-1-yl)-N-(1-(pyrrolidin-1-ylmethyl)cyclopropyl)propanamide